OC1CC(=O)NC1=O β-hydroxysuccinimide